[NH-]N hydrazinide